3-[5-(3,4-dichlorophenyl)thiazol-2-yl]bicyclo[1.1.1]pentan-1-amine ClC=1C=C(C=CC1Cl)C1=CN=C(S1)C12CC(C1)(C2)N